3-[5-vinyl-1H-pyrrolo[2,3-b]pyridin-3-yl]-1-[4-(trifluoromethyl)phenyl]urea C(=C)C=1C=C2C(=NC1)NC=C2NC(NC2=CC=C(C=C2)C(F)(F)F)=O